N[C@@H](CCCCN)C(=O)O |r| racemic-DL-lysine